N1NCC(C2=CC=CC=C12)C(=O)O Tetrahydrocinnoline-4-carboxylic acid